3-chloro-4-methoxyaniline ClC=1C=C(N)C=CC1OC